C(C)(C)(C)N[C@@H]1CN(CC1)C=1N=NC=CN1 (3S)-N-tert-butyl-1-(1,2,4-triazin-3-yl)pyrrolidin-3-amine